CNN=NC1=C(N=CN1)C(=O)N 5-(3-methyltriazen-1-yl)imidazole-4-carboxamide